C[SiH](C)CCC[N+](CCOCCOCCOCCC(=O)[O-])(CCCCS(=O)(=O)[O-])CCCCS(=O)(=O)[O-].C(CCCCCCCCC)[SiH](C1=CC=C(C=C1)C(F)(F)F)C decylmethyl-(4-trifluoromethylphenyl)silane 2-methyl-6,6-bis(4-sulfonatobutyl)-9,12,15-trioxa-6-aza-2-silaoctadecan-6-ium-18-oate